O.ClC1=C(C(=O)N2COC3=C(C2)C=CC=C3C3=CC(=C(C(=O)O)C=C3F)N3C2COCC3CC2)C(=CC(=C1)N1CC2(C1)CC(C2)OC(F)F)Cl 4-[3-[2,6-Dichloro-4-[6-(difluoromethoxy)-2-azaspiro[3.3]heptan-2-yl]benzoyl]-2,4-dihydro-1,3-benzoxazin-8-yl]-5-fluoro-2-(3-oxa-8-azabicyclo[3.2.1]oct-8-yl)benzoic acid hydrate